2-{3-[(2R,6S)-2,6-dimethylmorpholine-4-carbonyl]-5,6-dihydrocyclopenta[c]pyrazol-1(4H)-yl}-1-[4-(2,4,5-trimethylphenyl)piperazin-1-yl]ethan-1-one C[C@@H]1CN(C[C@@H](O1)C)C(=O)C=1C2=C(N(N1)CC(=O)N1CCN(CC1)C1=C(C=C(C(=C1)C)C)C)CCC2